NC1(CCN(CC1)C(=O)OC(C)(C)C)C1=C(C=CC=C1)C(F)(F)F tert-butyl 4-amino-4-(2-(trifluoromethyl)phenyl)piperidine-1-carboxylate